ethyl 2-[5-(11-benzyloxyundecylamino)-2-oxo-1-pyridyl]acetate C(C1=CC=CC=C1)OCCCCCCCCCCCNC=1C=CC(N(C1)CC(=O)OCC)=O